NCC(CN1N=CN(C1=O)CC=1SC(=CC1)C1=CC(=CC=C1)N1CCNCC1)=C(F)F 2-[2-(aminomethyl)-3,3-difluoro-allyl]-4-[[5-(3-piperazin-1-ylphenyl)-2-thienyl]methyl]-1,2,4-triazol-3-one